2-chloro-N-(4-((4-((1-cyclopentylpiperidin-4-yl)amino)-6,7-dimethoxyquinazolin-2-yl)amino)butyl)acetamide ClCC(=O)NCCCCNC1=NC2=CC(=C(C=C2C(=N1)NC1CCN(CC1)C1CCCC1)OC)OC